aconitan C1[C@@H]2C[C@@H]3[C@H]1[C@H](CC2)[C@H]2C[C@@H]1[C@H]4CCC[C@@]31[C@@H]2NC4